N[C@H](C(=O)O)CC1CC1 (S)-2-amino-3-cyclopropylpropionic acid